2-cyanoethyl 4-(8-cyano-2,3-dihydrobenzo[b][1,4]dioxin-5-yl)-5-hydroxy-2,8-dimethyl-1,4-dihydro-1,6-naphthyridine-3-carboxylate C(#N)C1=CC=C(C2=C1OCCO2)C2C(=C(NC1=C(C=NC(=C21)O)C)C)C(=O)OCCC#N